2-amino-N-((5-cyano-2-pyridinyl)methyl)-3-methyl-N-((1R)-1-(2-pyridinyl)ethyl)-6-quinolinecarboxamide NC1=NC2=CC=C(C=C2C=C1C)C(=O)N([C@H](C)C1=NC=CC=C1)CC1=NC=C(C=C1)C#N